triethyl-[2,2'-oxybis(ethylamine)] C(C)NCCOCCN(CC)CC